9-fluoro-3-[4-(pyrimidin-2-yl)-1,3-thiazol-2-yl]-1,3,4,11,12,12a-hexahydropyrido[1,2-b][2]benzazepin-6(2H)-one FC=1C=CC2=C(CCC3N(C2=O)CC(CC3)C=3SC=C(N3)C3=NC=CC=N3)C1